FC(S(=O)(=O)[O-])(F)F.[Cu+].C(C)#N acetonitrile copper (I) trifluoromethanesulfonate